4-[(4'-chloro-4,4-dimethyl-3,4,5,6-tetrahydro[1,1'-biphenyl]-2-yl)methyl]piperazine-1-carboxylic acid tert-butyl ester C(C)(C)(C)OC(=O)N1CCN(CC1)CC1=C(CCC(C1)(C)C)C1=CC=C(C=C1)Cl